(+/-)-p-fluoro-phenyl alcohol FC1=CC=C(C=C1)O